OC1C2COC(CCCCCCCCCC2CC(C1)OC1O[C@@H]([C@H]([C@@H]([C@H]1O)O)O)CO)C 15-hydroxy-11-methyl-17-[(3R,4S,5S,6R)-3,4,5-trihydroxy-6-(hydroxymethyl)-tetrahydropyran-2-yl]oxy-12-oxabicyclo[12.4.0]octadecane